ClC=1C=CC(=C(C1)C1=CC(N(C=C1OC)[C@H](C(=O)NC=1C=CC(=NC1)C(=O)O)CC1=CC=NC=C1)=O)N1N=NN=C1 (S)-5-(2-(4-(5-chloro-2-(1H-tetrazol-1-yl)phenyl)-5-methoxy-2-oxopyridin-1(2H)-yl)-3-(pyridin-4-yl)propanamido)picolinic acid